ClC=1C=C2C(C=C(OC2=CC1)C(=O)NCC1CCCCC1)=O 6-chloro-N-(cyclohexylmethyl)-4-oxo-chromene-2-carboxamide